4-((5-Chloro-1-((4-methoxyphenyl)sulfonyl)-1H-indol-3-yl)(hydroxy)methyl)-3-methylenedihydrofuran-2(3H)-one ClC=1C=C2C(=CN(C2=CC1)S(=O)(=O)C1=CC=C(C=C1)OC)C(C1C(C(OC1)=O)=C)O